(+/-)-(S)-3-((S)-3,4-dihydro-1H-[1,4]oxazino[4,3-b]indazol-1-yl)morpholin-4-ium chloride [Cl-].[C@H]1(OCCN2N=C3C=CC=CC3=C21)[C@H]2[NH2+]CCOC2 |r|